4-((4-chloro-2-(N-methylmethanesulfonamido)phenyl)amino)-6-((6-fluoropyridin-2-yl)amino)-N-methoxynicotinamide ClC1=CC(=C(C=C1)NC1=CC(=NC=C1C(=O)NOC)NC1=NC(=CC=C1)F)N(S(=O)(=O)C)C